4-phenoxy-D-phenylalanine O(C1=CC=CC=C1)C1=CC=C(C[C@@H](N)C(=O)O)C=C1